OC1=C(C(=CC(=C1)O)O)C=CC1=CC(=C(C=C1)O)O 2,3',4,4',6-pentahydroxystilbene